CCCCCCCCCC\C=C/CC cis-8-cis-11-tetradecene